C(C)(C)(C)OC(=O)N[C@@H](CSC(C1=CC=CC=C1)(C1=CC=CC=C1)C1=CC=CC=C1)C(=O)O (t-butoxycarbonyl)-S-trityl-L-cysteine